CN1C(N(CC1)C=1C=C(C=CC1)N1C=C(C=CC1=O)C(=O)OCC)=O ethyl 1-[3-(3-methyl-2-oxo-imidazolin-1-yl) phenyl]-6-oxo-pyridine-3-carboxylate